N-[1-(3-methoxypropyl)-4-piperidinyl]-7-benzofurancarboxamide COCCCN1CCC(CC1)NC(=O)C1=CC=CC=2C=COC21